(2S,5S)-4-(2-methyl-2-azabicyclo[2.1.1]hexane-1-carbonyl)-2,3,4,5-tetrahydro-2,5-methanopyrido[3,4-f][1,4]oxazepine-9-carbonitrile CN1C2(CC(C1)C2)C(=O)N2C[C@H]1OC3=C([C@@H]2C1)C=NC=C3C#N